2,8-difluorodibenzothiophene FC1=CC2=C(SC3=C2C=C(C=C3)F)C=C1